3-(2-methoxymethoxy-5-methyl-phenyl)-3-phenyl-acrylic acid methyl ester COC(C=C(C1=CC=CC=C1)C1=C(C=CC(=C1)C)OCOC)=O